C(C=C)(=O)N1[C@H](CN(CC1)C=1C2=C(N=C(N1)OC[C@H]1N(CCC1)C)CN(C2)CC2=C(C(=CC=C2)C)C)CC#N 2-((S)-1-acryloyl-4-(6-(2,3-dimethylbenzyl)-2-(((S)-1-methylpyrrolidin-2-yl)methoxy)-6,7-dihydro-5H-pyrrolo[3,4-d]pyrimidin-4-yl)piperazin-2-yl)acetonitrile